O1CCN(CC1)C1=C(C=NN1C=1C=NC(=CC1)C(F)(F)F)C(=O)OCC ethyl 5-morpholino-1-(6-(trifluoromethyl) pyridin-3-yl)-1H-pyrazole-4-carboxylate